C(C)OC(=O)C1=NC=CC=C1CNC(=O)[C@@H]1N(CC(C1)C1=CC(=C(C=C1)OC(F)F)OC(C)C)C(C)=O (((2R)-1-acetyl-4-(4-(difluoromethoxy)-3-isopropoxyphenyl)pyrrolidine-2-carboxamido)methyl)pyridinecarboxylic acid ethyl ester